1,1'-[[1,1'-binaphthalene]-2,2'-diylbis(oxymethylene)]di(naphthalene-2-carboxylic acid) C1(=C(C=CC2=CC=CC=C12)OCC1=C(C=CC2=CC=CC=C12)C(=O)O)C1=C(C=CC2=CC=CC=C12)OCC1=C(C=CC2=CC=CC=C12)C(=O)O